5-(3-fluorophenyl)-N-[(3R)-oxolan-3-yl]-6-[4-(trifluoromethyl)phenoxy]pyridine-3-carboxamide FC=1C=C(C=CC1)C=1C=C(C=NC1OC1=CC=C(C=C1)C(F)(F)F)C(=O)N[C@H]1COCC1